Cl.C(C)N=C=NCCCN(C)C (3-[[(ethylimino)methylidene]amino]propyl)dimethylamine hydrochloride